OCCCCCNCCN Hydroxypentylethylenediamine